C(C)OC(C(C1=C2N(C3=CC=C(C=C13)C)C[C@](CC2)(C2=CC=CC=C2)[N+](=O)[O-])NS(=O)C(C)(C)C)=O.C(C)[N+](CC)(CC)C N,N,N-tri(ethyl)methyl-ammonium ethyl-2-(1,1-dimethylethylsulfinamido)-2-((S)-2-methyl-7-nitro-7-phenyl-6,7,8,9-tetrahydropyrido[1,2-a]indol-10-yl)acetate